COC=1C=C2CCN3C(C2=CC1C=1N=NN(N1)C)=C(C=C3C(=O)N3[C@]1(CC[C@]1(CC3)C)C#N)CCC (1S,5S)-2-(8-methoxy-9-(2-methyl-2H-tetrazol-5-yl)-1-propyl-5,6-dihydropyrrolo[2,1-a]isoquinoline-3-carbonyl)-5-methyl-2-azabicyclo[3.2.0]heptane-1-carbonitrile